8-(8-methylquinolin-6-yl)-7-phenyl-[1,2,4]triazolo[4,3-c]pyrimidin-5-amine CC=1C=C(C=C2C=CC=NC12)C=1C=2N(C(=NC1C1=CC=CC=C1)N)C=NN2